C(C1=CC=CC=C1)N1CC(=CC(=C1)C)N=CCS(=O)(CC)Br (1-benzyl-5-methyl-3-pyridinyl)imino-diethyl-oxo-lambda6-sulfanyl bromide